ClC1=C(C(=C(CNC(C(C)C)=O)C=C1)F)C=1NC(C=C(N1)C1=CN=C(S1)C#CC)=O N-(4-chloro-2-fluoro-3-{6-oxo-4-[2-(1-propynyl)thiazol-5-yl]-1,6-dihydropyrimidin-2-yl}benzyl)isobutyramide